2-[2-(2-methoxyethoxy)ethoxy]-4-methyl-5-(4,4,5,5-tetramethyl-1,3,2-dioxaborolan-2-yl)pyridine COCCOCCOC1=NC=C(C(=C1)C)B1OC(C(O1)(C)C)(C)C